(3S,4S)-8-[8-(1H-1,3-benzodiazol-6-yl)-7-methylimidazo[1,2-c]pyrimidin-5-yl]-3-methyl-2-oxa-8-azaspiro[4.5]decan-4-amine N1C=NC2=C1C=C(C=C2)C=2C=1N(C(=NC2C)N2CCC3([C@@H]([C@@H](OC3)C)N)CC2)C=CN1